C12CN(CC2C1)CCOCC1=CC=C(C=N1)C1=CC=2C3=C(N=NC2C=C1)N(C(N3[C@@H]3C[C@@H](C3)OC)=O)C 8-(6-((2-(3-azabicyclo[3.1.0]hexan-3-yl)ethoxy)methyl)pyridin-3-yl)-1-(cis-3-methoxycyclobutyl)-3-methyl-1H-imidazo[4,5-c]cinnolin-2(3H)-one